C(C(=C)C)(=O)OCCCCOC(C(=C)C)=O 1,4-butane-diol dimethacrylate